trans-4-morpholinocyclohexan-1-amine dihydrochloride Cl.Cl.O1CCN(CC1)[C@@H]1CC[C@H](CC1)N